ethyl (1,1-dimethylsilinan-4-yl)glycinate C[Si]1(CCC(CC1)NCC(=O)OCC)C